C(C1=CC=CC=C1)OCCOCCOCC1CCN(CC1)C1=CC(=NC=C1)Br 4-[4-({2-[2-(benzyloxy)ethoxy]ethoxy}methyl)piperidin-1-yl]-2-bromopyridine